CN1C(=C(C2=CC=CC(=C12)C=1C=NN(C1)C1COC1)C(=O)OC)C methyl 1,2-dimethyl-7-(1-(oxetan-3-yl)-1H-pyrazol-4-yl)-1H-indole-3-carboxylate